methyl 2-[3-(tert-butoxycarbonylamino)propyl]pyrazole-3-carboxylate C(C)(C)(C)OC(=O)NCCCN1N=CC=C1C(=O)OC